6-(4-(6-fluoropyridin-2-yl)benzyl)-7-methyl-3-(tetrahydrofuran-3-yl)imidazo[1,5-a]pyrazin-8(7H)-one FC1=CC=CC(=N1)C1=CC=C(CC=2N(C(C=3N(C2)C(=NC3)C3COCC3)=O)C)C=C1